ClC=1SC(=C(N1)CCN)Cl 2-(2,5-dichlorothiazol-4-yl)ethan-1-amine